CC1=CC=C(S1)C=1CCN(CC1)CC=1C=C2CN(C(C2=CC1)=O)C1C(NC(CC1)=O)=O 3-(5-((4-(5-methylthiophen-2-yl)-3,6-dihydropyridin-1(2H)-yl)methyl)-1-oxoisoindolin-2-yl)piperidine-2,6-dione